ClC1=CC=C2C(=N1)N=C(O2)N2CC(OC(C2)C)C 5-chloro-2-(2,6-dimethylmorpholino)oxazolo[4,5-b]pyridine